C(C)N1C[C@@H](CCC1)NC=1C(N(C(=NN1)C1=C(C=C(C=C1)C#CC)O)C)=O (R)-6-((1-ethylpiperidin-3-yl)amino)-3-(2-hydroxy-4-(prop-1-yn-1-yl)phenyl)-4-methyl-1,2,4-triazine-5(4H)-one